N-butyl-thiourea C(CCC)NC(=S)N